OC(C)(C)C1=CC=C(C(=O)O)C=C1 4-(2-hydroxy-2-propyl)benzoic acid